CN1CC(C1)(C)[C@@](C=1C=C(C=NC1)C1=NOC(=N1)C(C([2H])([2H])[2H])(C([2H])([2H])[2H])O)(C1=CC=C(C=C1)C(C)C)O (R)-2-(3-(5-((1,3-dimethylazetidin-3-yl)(hydroxy)(4-isopropylphenyl)methyl)pyridin-3-yl)-1,2,4-oxadiazol-5-yl)propan-1,1,1,3,3,3-d6-2-ol